C(C)(=O)N1CCN(CC1)CCOC1=C(C=C(C=C1)NC(=O)C1CC1)C=1C(=NOC1C)C N-[4-[2-(4-acetylpiperazin-1-yl)ethoxy]-3-(3,5-dimethylisoxazol-4-yl)phenyl]cyclopropanecarboxamide